gamma-mercaptopropyltri(methyl)silane SCCC[Si](C)(C)C